C(C1=CC=CC=C1)N(C1=NC=NC=C1F)C 4-(benzyl(methyl)amino)-5-fluoropyrimidin